(tert-butylcarbamoylmethyl)-6-(5-(benzo[c][1,2,5]oxadiazol-5-yl)-1-methyl-1H-pyrazol-4-yl)phthalazin-1(2H)-one C(C)(C)(C)NC(=O)CN1C(C2=CC=C(C=C2C=N1)C=1C=NN(C1C1=CC=2C(=NON2)C=C1)C)=O